[Cl-].C(C1=CC=CC=C1)[NH+](C)C benzyl-N,N-dimethylammonium Chloride